C1(CC1)N([C@H]1CN(CCC1)C(=O)NC)C(NCC=1N=NN(C1)C1=CC(=CC=C1)OC(F)(F)F)=O (3R)-3-{1-cyclopropyl[({1-[3-(trifluoromethoxy)phenyl]-1H-1,2,3-triazol-4-yl}methyl)carbamoyl]amino}-N-methylpiperidine-1-carboxamide